5-{2-amino-[1,2,4]triazolo[1,5-a]pyridin-7-yl}-N-{[2-(cyclopropylmethoxy)phenyl]methyl}-6-methoxypyridine-3-carboxamide NC1=NN2C(C=C(C=C2)C=2C=C(C=NC2OC)C(=O)NCC2=C(C=CC=C2)OCC2CC2)=N1